BrC1=C(C(=O)N)C(=CC(=C1)OC)OC 2-bromo-4,6-dimethoxybenzamide